7-(4-(3-phenoxybenzoyl)piperazin-1-yl)-3,4-dihydroquinolin-2(1H)-one O(C1=CC=CC=C1)C=1C=C(C(=O)N2CCN(CC2)C2=CC=C3CCC(NC3=C2)=O)C=CC1